(R)-N-(1-(2-methyl-5,6,7,8-tetrahydropyrido[3,4-d]pyrimidin-4-yl)piperidin-3-yl)-4-(oxetan-3-yloxy)-5-(trifluoromethyl)pyrimidin-2-amine trifluoroacetate FC(C(=O)O)(F)F.CC=1N=C(C2=C(N1)CNCC2)N2C[C@@H](CCC2)NC2=NC=C(C(=N2)OC2COC2)C(F)(F)F